N-{[4-(aminomethyl)phenyl]methyl}-1-(2-fluorobenzoyl)-3-[1-methanesulfonyl-2-(trifluoromethyl)pyrrolidin-3-yl]-N-methyl-1H-pyrazol-5-amine NCC1=CC=C(C=C1)CN(C1=CC(=NN1C(C1=C(C=CC=C1)F)=O)C1C(N(CC1)S(=O)(=O)C)C(F)(F)F)C